C(#N)CCC=1C(=NC(=NC1OC)NS(=O)(=O)C1=CNC2=CC(=CC=C12)F)OC N-[5-(2-cyanoethyl)-4,6-dimethoxy-pyrimidin-2-yl]-6-fluoro-1H-indole-3-sulfonamide